4-(((3S,4R)-1-((2,4-dichlorophenyl)sulfonyl)-4-hydroxy-4-(hydroxymethyl)pyrrolidin-3-yl)sulfonyl)-2,6-difluorobenzonitrile ClC1=C(C=CC(=C1)Cl)S(=O)(=O)N1C[C@@H]([C@@](C1)(CO)O)S(=O)(=O)C1=CC(=C(C#N)C(=C1)F)F